CC1(N(CCC1)CCNC(=O)C=1C=C(C(=NC1)C)NC(=O)C1=NN2C(SC(=C2)C=2C(=NN(C2)C)C=O)=C1)C N-(5-((2-(2,2-dimethylpyrrolidin-1-yl)ethyl)carbamoyl)-2-methylpyridin-3-yl)-2-(3-formyl-1-methyl-1H-pyrazol-4-yl)pyrazolo[5,1-b]thiazole-6-carboxamide